Cl.ClC=1C(=C(C=CC1F)NC[C@@H]1C[C@H](C1)C(F)(F)F)F (3-chloro-2,4-difluorophenyl)((trans)-3-(trifluoromethyl)cyclobutyl)methylamine hydrochloride